OCC(OC(CO)C)C 2-(2-hydroxy-1-methyl-ethoxy)-propan-1-ol